FC=1C=CC(=C(C1)NC(=O)NC1=CC(=CC(=C1)OC)F)CO 1-(5-fluoro-2-hydroxymethylphenyl)-3-(3-fluoro-5-methoxyphenyl)urea